C1(=CC=CC=C1)C=1C=NN(C1)C=1C=C(C=CC1)O 3-(4-phenyl-1H-pyrazol-1-yl)phenol